C(C1=CC=CC=C1)(=O)N1C=2C3=C(N(C=C3CCC1)[C@H]1C[C@H](O)[C@H](O1)COC(C1=CC=CC=C1)(C1=CC=C(C=C1)OC)C1=CC=C(C=C1)OC)N=CN2 6-Benzoyl-2-{5-O-[bis(4-methoxyphenyl)(phenyl)methyl]-2-deoxy-β-D-erythro-pentofuranosyl}-6,7,8,9-tetrahydro-2H-2,3,5,6-tetraazabenzo[cd]azulene